6-(cyclobutoxy)-2-(1-methyl-2-oxabicyclo[2.2.2]octan-4-yl)indazole-5-carboxylic acid C1(CCC1)OC=1C(=CC2=CN(N=C2C1)C12COC(CC1)(CC2)C)C(=O)O